3-(5-hydroxy-1,3-dioxoisoindoline-2-yl)benzoic acid OC=1C=C2C(N(C(C2=CC1)=O)C=1C=C(C(=O)O)C=CC1)=O